3-((1s,4s)-4-((2-methoxyethyl)amino)cyclohexyl)urea COCCNC1CCC(CC1)NC(N)=O